BrC=1C=C(C=CC1)[C@@H]1[C@H](C1)C(=O)OCC |r| rac-(1S*,2S*)-ethyl 2-(3-bromophenyl)cyclopropanecarboxylate